2,2,2-trifluoro-1-(5-fluoropyridin-2-yl)ethyl trifluoromethanesulfonate FC(S(=O)(=O)OC(C(F)(F)F)C1=NC=C(C=C1)F)(F)F